N=1N=CN(C1)CC(=O)O 1,2,4-triazol-4-ylacetic acid